tert-butyl N-[5-[4-[6-(dimethylamino)-1,3-benzothiazol-2-yl]phenyl]pyridin-2-yl]-N-[2-[2-[2-[2-[2-(2-iodoethoxy)ethoxy]ethoxy]ethoxy]-ethoxy]ethyl]carbamate CN(C1=CC2=C(N=C(S2)C2=CC=C(C=C2)C=2C=CC(=NC2)N(C(OC(C)(C)C)=O)CCOCCOCCOCCOCCOCCI)C=C1)C